COC(\C=C\C(C)=O)=O 4-oxopent-2-enoic acid (E)-methyl ester